N-nonanoyl-proline C(CCCCCCCC)(=O)N1[C@@H](CCC1)C(=O)O